(R)-1-(2-chloro-5-fluoropyridin-3-yl)ethyl (4-(5-(3-fluorobicyclo[1.1.1]pentane-1-carboxamido)pyrimidin-2-yl)-1-methyl-1H-1,2,3-triazol-5-yl)carbamate FC12CC(C1)(C2)C(=O)NC=2C=NC(=NC2)C=2N=NN(C2NC(O[C@H](C)C=2C(=NC=C(C2)F)Cl)=O)C